Cyclobutylidenebis[2-(2-thienyl)-4-phenyl-5-methyl-1-indenyl]zirconium dichloride [Cl-].[Cl-].C1(CCC1)=[Zr+2](C1C(=CC2=C(C(=CC=C12)C)C1=CC=CC=C1)C=1SC=CC1)C1C(=CC2=C(C(=CC=C12)C)C1=CC=CC=C1)C=1SC=CC1